OC1=C(C=CC(=C1)C#CC)C1=NN=C(C2=CC=CC=C12)N[C@H]1CN(CCC1)CC(=O)O (R)-2-(3-((4-(2-hydroxyl-4-(propyn-1-yl)phenyl)phthalazin-1-yl)amino)piperidin-1-yl)acetic acid